ClC=1C=C(C=CC1)C([C@@H](C)NC(C)(C)C)=O |r| RAC-1-(META-CHLOROPHENYL)-2-(TERT-BUTYLAMINO)-PROPAN-1-ONE